N1(CCNCC1)C(=O)OC(C)(C)C T-butyl piperazine-1-carboxylate